(2-bromopentyl)benzene BrC(CC1=CC=CC=C1)CCC